1-(4-benzyl-3,4-dihydro-2H-benzo[b][1,4]thiazin-6-yl)-3-(4-fluorophenyl)urea C(C1=CC=CC=C1)N1C2=C(SCC1)C=CC(=C2)NC(=O)NC2=CC=C(C=C2)F